zinc(II) stearate C(CCCCCCCCCCCCCCCCC)(=O)[O-].[Zn+2].C(CCCCCCCCCCCCCCCCC)(=O)[O-]